BrC1=C(C=C(C=C1)B1OC(C(O1)(C)C)(C)C)C(C)(O[Si](C)(C)C(C)(C)C)C [1-[2-bromo-5-(4,4,5,5-tetramethyl-1,3,2-dioxaborolan-2-yl)phenyl]-1-methyl-ethoxy]-tert-butyl-dimethyl-silane